FC=1C=2CCCC2C(=C2CCCC12)NC(=O)N=[S@@](=O)(N)C=1C=NN2C1OC[C@@H]2C (S,3S)-N'-((8-fluoro-1,2,3,5,6,7-hexahydro-s-indacen-4-yl)carbamoyl)-3-methyl-2,3-dihydropyrazolo[5,1-b]oxazole-7-sulfonimidamide